potassium 4-(5-chloropyridin-3-yl)benzoate ClC=1C=C(C=NC1)C1=CC=C(C(=O)[O-])C=C1.[K+]